5-(2,4-Bis(benzyloxy)-5-isopropylphenyl)-4-bromoisoxazole-3-carboxylic acid methyl ester COC(=O)C1=NOC(=C1Br)C1=C(C=C(C(=C1)C(C)C)OCC1=CC=CC=C1)OCC1=CC=CC=C1